OCCCCCNC(C)=O N-(5-hydroxypentyl)acetamide